C(C)N1C=NC2=C1N=NC=C2C2=CC(=C(C=C2)F)C=2C(=NC(=CC2)N2N=NC(=C2)C)COC 7-ethyl-4-(4-fluoro-3-(2-(methoxymethyl)-6-(4-methyl-1H-1,2,3-triazol-1-yl)pyridine-3-yl)phenyl)-7H-imidazo[4,5-c]Pyridazine